COC1=C(CN2C=NC3=C(C2=O)SC2=C3C(=C3C(=N2)CC(OC3)(C)C)CNCCOCCOCCOCCOC)C=CC(=C1)OC 3-(2,4-Dimethoxybenzyl)-8,8-dimethyl-11-(5,8,11,14-tetraoxa-2-azapentadecyl)-7,10-dihydro-8H-pyrano[3'',4'':5',6']pyrido[3',2':4,5]thieno[3,2-d]pyrimidin-4(3H)-one